C(\C=C\C(=O)O)(=O)O.[2H]C(N(C)C)(CC1=CNC2=CC=CC=C12)[2H] α,α-dideutero-N,N-dimethyltryptamine fumarate salt